NC1=C(C=C(C=2C(C3=CC=CC=C3C(C12)=O)=O)NC1=CC=C(C=C1)N)S(=O)(=O)O.OCOC(C(CCCCCCCC)=O)C1=CC=CC=C1 Hydroxymethoxyphenyl-Decanone 1-amino-4-[4-aminophenylamino]-9,10-dioxo-9,10-dihydroanthracene-2-sulfonate